tert-Butyl 4-(5-formylthiophen-2-yl)piperidine-1-carboxylate C(=O)C1=CC=C(S1)C1CCN(CC1)C(=O)OC(C)(C)C